ethyl 4,4-dimethyl-6-phenylhexanoate CC(CCC(=O)OCC)(CCC1=CC=CC=C1)C